e-palmitoyl-lysine C(CCCCCCCCCCCCCCC)(=O)N[C@@H](CCCCN)C(=O)O